2-methyl-6-((1R,5S)-8-methyl-3,8-diazabicyclo[3.2.1]oct-3-yl)-N-(6-(6-((2-methylpyridin-4-yl)amino)-1H-benzo[d]imidazol-2-yl)pyridin-3-yl)quinolin-4-amine CC1=NC2=CC=C(C=C2C(=C1)NC=1C=NC(=CC1)C1=NC2=C(N1)C=C(C=C2)NC2=CC(=NC=C2)C)N2C[C@H]1CC[C@@H](C2)N1C